C(#N)/C(/C(=O)N[C@H](C)C1=CC(=C(C=C1)OC)OC)=C\C1=CNC2=NC=C(C=C21)C2=CC(=CC=C2)CN(C)C (R,E)-2-cyano-N-(1-(3,4-dimethoxyphenyl)ethyl)-3-(5-(3-((dimethylamino)methyl)phenyl)-1H-pyrrolo[2,3-b]pyridin-3-yl)acrylamide